ClC=1C=CC(=C(C1)N1C(N(C(C1)C#N)C1=CN=CC2=CC=CC=C12)=O)C 1-(5-chloro-2-methylphenyl)-3-(isoquinolin-4-yl)-2-oxoimidazoline-4-carbonitrile